C(C)OP(C1=C(C=CC=C1)C)C1=C(C=CC=C1)C ethoxybis(2-methylphenyl)phosphine